NCCNC1=NC(=NC(=C1)C)NC(=O)NC1=CC=C2C=CN=CC2=C1 1-(4-((2-aminoethyl)amino)-6-methylpyrimidin-2-yl)-3-(isoquinolin-7-yl)urea